5-Amino-2,3-dihydro-1,4-benzodioxine-8-carboxylic acid NC1=CC=C(C=2OCCOC21)C(=O)O